(E)-1-(2-aminopyridin-3-yl)ethanone oxime NC1=NC=CC=C1/C(/C)=N/O